methyl (S)-4-(4-((4-(3-aminopiperidin-1-yl)-5-(1-(difluoromethyl)-1H-pyrazol-4-yl)pyridin-2-yl)amino)pyrimidin-2-yl)-3-fluoro-5-methoxybenzoate hydrochloride Cl.N[C@@H]1CN(CCC1)C1=CC(=NC=C1C=1C=NN(C1)C(F)F)NC1=NC(=NC=C1)C1=C(C=C(C(=O)OC)C=C1OC)F